FC(C(=O)O)(F)F.C1(CCCC1)CNC=1C2=C(N=C(N1)NC1=C(C=C(C=C1)S(=O)(=O)N1CCOCC1)OC)NC=C2 N4-(cyclopentylmethyl)-N2-(2-methoxy-4-(morpholinosulfonyl)phenyl)-7H-pyrrolo[2,3-d]pyrimidine-2,4-diamine 2,2,2-trifluoroacetate